C(C)(C)(C)C1=NOC(=C1)C(O)=C1C(NC2=CC(=C(C=C12)C1=CC=C(C=C1)C1(CC1)CO)Cl)=O 3-[1-(3-tert-Butyl-isoxazol-5-yl)-1-hydroxy-methylidene]-6-chloro-5-[4-(1-hydroxymethyl-cyclopropyl)-phenyl]-1,3-dihydro-indol-2-one